CS(=O)(=O)/C=C/[C@H](C)NC(=O)C=1C(=NC=NC1)OC1=CC=CC=C1 N-((S,E)-4-(methylsulfonyl)but-3-en-2-yl)-4-phenoxypyrimidine-5-carboxamide